CC1=NN=C2N1C1=CC(=CC=C1C(=N2)NC2=CC1=CC=CC=C1C=C2)[N+](=O)[O-] methyl-N-(naphthalen-2-yl)-8-nitro-[1,2,4]triazolo[4,3-a]quinazolin-5-amine